1,2,2-tetrachloroethylene C(=C(Cl)Cl)(Cl)Cl